CC(C(C1=CC=CC=C1)N(NC(C1=CC=C(C=C1)CC)=O)C(C1=CC(=CC(=C1)C)C)=O)(C)C 3,5-Dimethyl-benzoic acid N-(2,2-dimethyl-1-phenyl-propyl)-N'-(4-ethyl-benzoyl)-hydrazide